[Na].C1CCC2=C(C=3CCCC3C=C12)NC(=O)NS(=O)(=O)C1=NN(C=C1)C1CCOCC1 N-((1,2,3,5,6,7-Hexahydro-s-indacen-4-yl)carbamoyl)-1-(tetrahydro-2H-pyran-4-yl)-1H-pyrazole-3-sulfonamide, sodium salt